2-butyl-4-chloro-1-((4''-(dimethylcarbamoyl)-6'-(5-oxo-4,5-dihydro-1,2,4-oxadiazol-3-yl)-[1,1':3',1''-terphenyl]-4-yl)methyl)-1H-imidazole-5-carboxylic Acid C(CCC)C=1N(C(=C(N1)Cl)C(=O)O)CC1=CC=C(C=C1)C1=CC(=CC=C1C1=NOC(N1)=O)C1=CC=C(C=C1)C(N(C)C)=O